methyl 5-chloro-2-((1-(2-(5-fluoroisoindolin-2-yl)-3,6-dimethyl-4-oxo-3,4-dihydroquinazolin-8-yl)ethyl)amino)benzoate ClC=1C=CC(=C(C(=O)OC)C1)NC(C)C=1C=C(C=C2C(N(C(=NC12)N1CC2=CC=C(C=C2C1)F)C)=O)C